benzyl (R)-3-(((3-(methoxycarbonyl)bicyclo[1.1.1]pentan-1-yl)amino)methyl)piperazine-1-carboxylate COC(=O)C12CC(C1)(C2)NC[C@@H]2CN(CCN2)C(=O)OCC2=CC=CC=C2